The molecule is the straight-chain keto form of L-tagatose. It has a role as a bacterial xenobiotic metabolite. It is an enantiomer of a keto-D-tagatose. C([C@@H]([C@H]([C@H](C(=O)CO)O)O)O)O